6-Chloro-8-(6-chloro-2-methyl-pyridin-3-yl)-9-(2,2,2-trifluoro-ethyl)-9H-pyrido[3,4-b]indole ClC=1C=C2C3=C(N(C2=C(C1)C=1C(=NC(=CC1)Cl)C)CC(F)(F)F)C=NC=C3